C(C)OC(=O)C1(OC2=C(C1)C=CC=C2)S(NCCC2=CC=C(C=C2)C2=CC=C(C=C2)N2C(CNCC2)CC2=CC=CC=C2)(=O)=O 2-(4-(4-(benzylpiperazin-1-yl)phenyl)-N-phenethylsulfamoyl)benzofuran-2-carboxylic acid Ethyl ester